Palmitoleyl-(palmitoleic acid) C(CCCCCCC\C=C/CCCCCC)C(C(=O)O)CCCCCC\C=C/CCCCCC